7-chloro-2,4-dimethyl-2-(4-(oxetan-3-ylamino)cyclohexyl)benzo[d][1,3]dioxole-5-carboxylic acid ClC1=CC(=C(C2=C1OC(O2)(C2CCC(CC2)NC2COC2)C)C)C(=O)O